BrC1=CN=C2CCNCC2=C1 7-Bromo-2,5-diazatetralin